((1r,4r)-4-(4-(4-(5-(2-oxa-6-azaspiro[3.3]heptan-6-yl)pyrazolo[1,5-a]pyrimidin-3-yl)-1H-1,2,3-triazol-1-yl)-3-(difluoromethyl)-1H-pyrazol-1-yl)cyclohexyl)methanol C1OCC12CN(C2)C2=NC=1N(C=C2)N=CC1C=1N=NN(C1)C=1C(=NN(C1)C1CCC(CC1)CO)C(F)F